3-hydroxy-pyrrolidine-1-carboxamide OC1CN(CC1)C(=O)N